C[Si](CCOCN1C=CC2=C1N=CC=C2N)(C)C 1-{[2-(trimethylsilyl)ethoxy]methyl}-1H-pyrrolo[2,3-b]pyridin-4-amine